1-methyl-1H-imidazo[4,5-c]pyridine-6-carboxylic acid trifluoroacetate salt FC(C(=O)O)(F)F.CN1C=NC=2C=NC(=CC21)C(=O)O